[Zn].[In].[Cu].[Zn] zinc-copper indium zinc